8-fluoro-2-methyl-quinazoline-4-thiol FC=1C=CC=C2C(=NC(=NC12)C)S